1-(1-benzhydryl-azetidin-3-yl)-1-(5-methyl-1,3,4-oxadiazol-2-yl)ethylamine C(C1=CC=CC=C1)(C1=CC=CC=C1)N1CC(C1)C(C)(C=1OC(=NN1)C)N